FC1=C(C=CC=C1)N1N=C(C=CC1=O)C(=O)N[C@H](C)C=1SC(=CC1)C1=C(C=CC=C1)CO 1-(2-fluorophenyl)-N-[(1R)-1-[5-[2-(hydroxymethyl)phenyl]-2-thienyl]ethyl]-6-oxo-pyridazine-3-carboxamide